C1([C@H](O)[C@@H](O)[C@H](O)[C@H](O1)CO)[C@@]([C@@H]([C@H](C(=O)O)O)O)(O)[C@H](O)CO 4-glucosyl-gluconic acid